bis(2-butyloctyl) 10-[3-(dimethylamino)propyl-(octylsulfonimidoyl)amino]nonadecanedioate CN(CCCN(C(CCCCCCCCC(=O)OCC(CCCCCC)CCCC)CCCCCCCCC(=O)OCC(CCCCCC)CCCC)S(=O)(=N)CCCCCCCC)C